FC(C(=O)N)(C(C(F)(F)F)(F)F)F 2,2,3,3,4,4,4-heptafluorobutanamide